NC1=CC=C(C2=C1OCCO2)N2CCN(CC2)N 8-amino-5-(4-aminopiperazin-1-yl)-2,3-dihydro-1,4-benzodioxine